FC1=C(C=CC=C1)OC[C@H](N)C(=O)O O-(2-fluorophenyl)-L-serine